C(C)OC1=C(C=NC=C1)C(CCC)(O)C=1SC2=C(N1)C=CC(=C2OC)OC(F)(F)F 1-(4-ethoxypyridin-3-yl)-1-(7-methoxy-6-(trifluoromethoxy)benzo[d]thiazol-2-yl)butan-1-ol